CN(CC(=O)N1C2CC(CC1CC2)NC=2N=C(C1=C(N2)SC=C1)NC1=NNC(=C1)C)C 2-(dimethylamino)-1-((3-exo)-3-((4-((5-methyl-1H-pyrazol-3-yl)amino)thieno[2,3-d]pyrimidin-2-yl)amino)-8-azabicyclo[3.2.1]octan-8-yl)ethan-1-one